2,2'-bipyridine-3,3'-dicarboxylic acid N1=C(C(=CC=C1)C(=O)O)C1=NC=CC=C1C(=O)O